C(C)(C)(C)[Si](OCC#C)(C)C (tert-butyl)bis(methyl)(2-propynyloxy)silane